FC1(CCC(CC1)CN1C(=NC2=C1C=CC(=C2)F)NC2=CC=C(C(=O)NO)C=C2)F 4-((1-((4,4-difluorocyclohexyl)methyl)-5-fluoro-1H-benzo[d]imidazol-2-yl)amino)-N-hydroxybenzamide